ClC=1C=C2COC3(OC(C(C(C3O)O)O)C)C2=CC1C1=CC=C(C=C1)C(F)(F)F 5-chloro-6'-methyl-6-(4-trifluoromethylphenyl)-3',4',5',6'-tetrahydro-3H-spiro[isobenzofuran-1,2'-pyran]-3',4',5'-triol